bis(methyl)azanium tetrafluoroborate F[B-](F)(F)F.C[NH2+]C